5-bromo-3-(5-chloropent-1-ynyl)pyridin-2-amine BrC=1C=C(C(=NC1)N)C#CCCCCl